C1(=CC=CC=C1)NC(=O)NN N-phenylhydrazine-1-carboxamide